CN(CCN(C1=C(C=C(C=C1)NC1=NC=C(C(=N1)C1=CNC2=C(C=CC=C12)OC)C(F)(F)F)NC(CC)=O)C)C N-(2-((2-(dimethylamino)ethyl)(methyl)amino)-5-((4-(7-methoxy-1H-indol-3-yl)-5-(trifluoromethyl)pyrimidin-2-yl)amino)phenyl)propionamide